O-(7-nitro-2-(2,2,2-trifluoroacetyl)-1,2,3,4-tetrahydroisoquinolin-6-yl)-N-trityl-L-serine methyl ester COC([C@@H](NC(C1=CC=CC=C1)(C1=CC=CC=C1)C1=CC=CC=C1)COC=1C=C2CCN(CC2=CC1[N+](=O)[O-])C(C(F)(F)F)=O)=O